3-chloro-6-(3-fluorophenyl)-7-(1-hydroxyethyl)-5H-thiazolo[3,2-a]pyridin-5-one ClC1=CSC=2N1C(C(=C(C2)C(C)O)C2=CC(=CC=C2)F)=O